8-(6-(3-(Dimethylamino)propoxy)-2-fluoropyridin-3-yl)-7-fluoro-1-isopropyl-3-methyl-1,3-dihydro-2H-imidazo[4,5-c]cinnolin-2-one CN(CCCOC1=CC=C(C(=N1)F)C1=CC=2C3=C(N=NC2C=C1F)N(C(N3C(C)C)=O)C)C